3-({[(1R)-1-(3,5-diethoxy-4-methylphenyl)ethyl](4-phenylbutyl)carbamoyl}amino)azetidine-3-carboxylic acid C(C)OC=1C=C(C=C(C1C)OCC)[C@@H](C)N(C(=O)NC1(CNC1)C(=O)O)CCCCC1=CC=CC=C1